tert-butyl (R)-2-((3-(methoxycarbonyl)-4-methylphenyl)carbamoyl)piperidine-1-carboxylate COC(=O)C=1C=C(C=CC1C)NC(=O)[C@@H]1N(CCCC1)C(=O)OC(C)(C)C